(N2-Isobutyryl-2',3'-diacetoxy-guanosinyl)-N6-benzoyl-2'-methoxy-adenosinyl cyanoethyl phosphate P(=O)(O[C@@]1([C@](O)([C@](O)([C@@H](CO)O1)[C@@]1([C@](O)([C@](O)([C@@H](CO)O1)OC(C)=O)OC(C)=O)N1C=NC=2C(=O)NC(NC(C(C)C)=O)=NC12)OC)N1C=NC=2C(NC(C3=CC=CC=C3)=O)=NC=NC12)(OCCC#N)[O-]